6-(5-(1,2-Diazin-3-ylmethyl)-5,6-dihydro-4H-pyrrolo[4,3-c]pyrazol-2-yl)-2-methyl-4-(2-methylpropyl)benzene-1-carbonitrile N1=NC(=CC=C1)CN1CC=2C(=NN(C2)C2=CC(=CC(=C2C#N)C)CC(C)C)C1